N-octadecenyl-2-formyl-3,6-dihydroxypyridin-4-one C(=CCCCCCCCCCCCCCCCC)N1C(=C(C(C=C1O)=O)O)C=O